p-acrylamidophenylboronic acid C(C=C)(=O)NC1=CC=C(C=C1)B(O)O